3-chloro-4-[(3,5-difluoropyridin-2-yl)methoxy]-2'-[5-(2-hydroxypropan-2-yl)-1-methyl-1,2,4-triazol-3-yl]-5',6-dimethyl-[1,4'-bipyridin]-2-one ClC=1C(N(C(=CC1OCC1=NC=C(C=C1F)F)C)C1=CC(=NC=C1C)C1=NN(C(=N1)C(C)(C)O)C)=O